ClC=1C=C2C(=CC1)N=C(C21C(N(C2=CC=CC=C12)C)=O)C1=CC=C(C=C1)Cl 5-Chloro-2-(4-chlorophenyl)-1'-methylspiro[indole-3,3'-indolin]-2'-one